3-(1-benzyl-1H-pyrazol-4-yl)-5-chlorothieno[3,2-b]pyridine C(C1=CC=CC=C1)N1N=CC(=C1)C1=CSC=2C1=NC(=CC2)Cl